2-((3-methylpyrazin-2-yl)methyl)isoindoline-1,3-dione CC=1C(=NC=CN1)CN1C(C2=CC=CC=C2C1=O)=O